(R)-3-(5-(2-hydroxypropan-2-yl)pyridin-3-yl)-3-(5-(2-(5,6,7,8-tetrahydro-1,8-naphthyridin-2-yl)ethoxy)-1H-indazol-1-yl)propionic acid OC(C)(C)C=1C=C(C=NC1)[C@@H](CC(=O)O)N1N=CC2=CC(=CC=C12)OCCC1=NC=2NCCCC2C=C1